(S)-6-(((1-methyl-2-oxo-1,2-dihydropyridin-3-yl)(1-(1-(trifluoromethyl)cyclopropyl)-1H-1,2,3-triazol-4-yl)methyl)amino)-4-(neopentylamino)quinoline-3,8-dicarbonitrile CN1C(C(=CC=C1)[C@@H](C=1N=NN(C1)C1(CC1)C(F)(F)F)NC=1C=C2C(=C(C=NC2=C(C1)C#N)C#N)NCC(C)(C)C)=O